2-(4-aminophenyl)-5-(cyclopropylmethyl)-4-(4-(difluoromethoxy)phenyl)-2,5-dihydro-3H-pyrrolo[3,2-c]pyridazin-3-one NC1=CC=C(C=C1)N1N=C2C(=C(C1=O)C1=CC=C(C=C1)OC(F)F)N(C=C2)CC2CC2